C1(=CC=C(C=C1)CN(CC1=C(C=CC=C1)F)C)CN(CC1=C(C=CC=C1)F)C N,N'-(1,4-Phenylenebis(methylene))bis(1-(2-fluorophenyl)-N-methylmethanamine)